ClC=1C=C2C(N(C=NC2=CC1)C[C@@H]1CCN(CC12CCCC2)C(=O)N2[C@@H](C[C@@H](CC2)NC)C2=C(C=CC(=C2)F)F)=O 6-Chloro-3-(((R)-7-((2S,4R)-2-(2,5-difluorophenyl)-4-(methylamino)piperidine-1-carbonyl)-7-azaspiro[4.5]decan-10-yl)methyl)quinazolin-4(3H)-one